CNC(=O)C1=NN(C=C1[N+](=O)[O-])C N,1-dimethyl-4-nitro-1H-pyrazole-3-carboxamide